ClC=1C=C(NC2(CCC3(C(CC4=CC=C(C=C34)C(C)O)C[C@H](COC3=CC=NC=4CCC[C@H](C34)C)C)CC2)C(=O)O)C=CC1 4-(3-Chloroanilino)-6'-(1-hydroxyethyl)-2'-[(2R)-2-methyl-3-{[(5R)-5-methyl-5,6,7,8-tetrahydroquinolin-4-yl]oxy}propyl]-2',3'-dihydrospiro[cyclohexane-1,1'-indene]-4-carboxylic acid